7-chloro-[1,2,4]triazolo[4,3-c]pyrimidine ClC1=CC=2N(C=N1)C=NN2